ClC=1C=NC(=C(C(=O)NC2CCC(CC2)CN2C(N(C3=C2C=CC=C3)C=3C=CC(=NC3)C(=O)NC=3N=NC=CC3)=O)C1)C 5-(3-(((1r,4r)-4-(5-chloro-2-methylnicotinamido)cyclohexyl)methyl)-2-oxo-2,3-dihydro-1H-benzo[d]imidazol-1-yl)-N-(pyridazin-3-yl)picolinamide